ClC=1C(=NC(=NC1Cl)N1C(=NC=C1)C)N1[C@@H](COCC1)C (3R)-4-[5,6-dichloro-2-(2-methylimidazol-1-yl)pyrimidin-4-yl]-3-methyl-morpholine